N-[(3R)-1-cyclopropylpiperidin-3-yl]-6,7-dimethoxy-1,2,3,4-tetrahydroacridin-9-amine C1(CC1)N1C[C@@H](CCC1)NC=1C2=CC(=C(C=C2N=C2CCCCC12)OC)OC